NC=1C=C(N(C1)C)C(=O)O 4-AMINO-1-METHYL-1H-PYRROLE-2-CARBOXYLIC ACID